(S)-2-(6-(3-fluoropyrrolidin-1-yl)pyridin-3-yl)-6-(pyridin-3-yl)-6,7-dihydro-5H-imidazo[1,5-a]imidazol-5-one F[C@@H]1CN(CC1)C1=CC=C(C=N1)C=1N=C2N(C1)C(N(C2)C=2C=NC=CC2)=O